2-fluoro-4-(2-hydroxy-propan-2-yl)benzoic acid FC1=C(C(=O)O)C=CC(=C1)C(C)(C)O